4-fluoro-3-fluoro-6-(7-fluoro-1H-indol-6-yl)pyridine-2-carboxylic acid FC1=C(C(=NC(=C1)C1=CC=C2C=CNC2=C1F)C(=O)O)F